4,4,4-trifluorobutan-1-amine FC(CCCN)(F)F